6-(6'-acetamidospiro[cyclopropane-1,3'-pyrrolo[3,2-c]pyridin]-1'(2'H)-yl)-2-(1,1-difluoroethyl)pyrimidine-4-carboxylic acid ethyl ester C(C)OC(=O)C1=NC(=NC(=C1)N1CC2(C=3C=NC(=CC31)NC(C)=O)CC2)C(C)(F)F